N-ethyl-N-butylurea C(C)N(C(=O)N)CCCC